4-Cyclopropylaniline hydrochloride Cl.C1(CC1)C1=CC=C(N)C=C1